Nonyl β-D-glucopyranoside O([C@H]1[C@H](O)[C@@H](O)[C@H](O)[C@H](O1)CO)CCCCCCCCC